1-(4-fluoro-2-methylphenyl)-3-(2-methoxy-3-methylpyridin-4-yl)-6-(trifluoromethyl)-2,3-dihydroquinazolin-4(1H)-one FC1=CC(=C(C=C1)N1CN(C(C2=CC(=CC=C12)C(F)(F)F)=O)C1=C(C(=NC=C1)OC)C)C